(R,Z)-3-chloro-1-(2-(3-chloro-5-(imidazo[1,2-a]pyridin-7-yl)phenyl)morpholino)prop-2-en-1-one Cl\C=C/C(=O)N1C[C@H](OCC1)C1=CC(=CC(=C1)C1=CC=2N(C=C1)C=CN2)Cl